N-acetyl-2-pyrrolidone C(C)(=O)N1C(CCC1)=O